FC1=CC=C(CN2C=3C(C=4C=CC=CC24)=CC=2N(C3)C=C(N2)C2=CC=C(C=C2)F)C=C1 6-(4-fluorobenzyl)-2-(4-fluorophenyl)-6H-imidazo[1',2':1,6]pyrido[3,4-b]indole